6-(3,4-dichlorophenyl)morpholin-3-one ClC=1C=C(C=CC1Cl)C1OCC(NC1)=O